C1(CC1)NC(=O)C=1C=NN2C1N=C(C=C2)N2[C@H](CCC2)C2=CC(=CC(=C2)OCCN2CCOCC2)F (R)-N-cyclopropyl-5-(2-(3-fluoro-5-(2-morpholinoethoxy)phenyl)pyrrolidin-1-yl)pyrazolo[1,5-a]pyrimidine-3-carboxamide